CC1=CC=CC(=N1)C=1N=C2N(C=CC=N2)C1 2-(6-methylpyridin-2-yl)imidazo[1,2-a]pyrimidine